C1(CC1)C#CC=1C=C(C=NC1)S(=O)(=O)N1C=C(C=C1C1=C(C=CC=C1)F)CNC 1-(1-((5-(cyclopropylethynyl)pyridin-3-yl)sulfonyl)-5-(2-fluorophenyl)-1H-pyrrol-3-yl)-N-Methylmethylamine